[Si](C)(C)(C(C)(C)C)OC1CN(CC1F)CCO 2-(3-((tert-butyldimethylsilyl)oxy)-4-fluoropyrrolidin-1-yl)ethan-1-ol